tributyl-(6-methoxy-2-pyridinyl)stannane C(CCC)[Sn](C1=NC(=CC=C1)OC)(CCCC)CCCC